tert-butyl 6-(4-(4-chloroquinolin-6-yl)-3-fluorobenzyl)-2,6-diazaspiro[3.3]heptane-2-carboxylate ClC1=CC=NC2=CC=C(C=C12)C1=C(C=C(CN2CC3(CN(C3)C(=O)OC(C)(C)C)C2)C=C1)F